(R)-3-[(1-piperazinyl)carbonyl]cyclopentanone N1(CCNCC1)C(=O)[C@H]1CC(CC1)=O